(S)-1-(3-(4-((3-chloro-4-(pyridin-2-ylmethoxy)phenyl)amino)quinazolin-6-yl)piperidin-1-yl)prop-2-en-1-one ClC=1C=C(C=CC1OCC1=NC=CC=C1)NC1=NC=NC2=CC=C(C=C12)[C@H]1CN(CCC1)C(C=C)=O